N-(1-(2-(1H-indol-3-yl)ethyl)-4-(methoxymethyl)piperidin-4-yl)-N-phenylpropionamide N1C=C(C2=CC=CC=C12)CCN1CCC(CC1)(COC)N(C(CC)=O)C1=CC=CC=C1